OC1=C(C(=O)OC)C(=CC(=C1C)OCCC=CC)C methyl 2-hydroxy-3,6-dimethyl-4-(pent-3-en-1-yloxy)benzoate